[Br-].C(C(=C)C)(=O)NCCCC[N+](C)(C)C 4-(methacryloylamino)butyltrimethylammonium bromide